NCCCCCCCCCCCC(=O)O (E)-12-aminododecanoic acid